N5-((1R,3R,5S,6r)-3-hydroxybicyclo[3.1.0]hexan-6-yl)-N3-methyl-1-((S)-1-phenylethyl)-1H-pyrazole-3,5-dicarboxamide OC1C[C@H]2C([C@H]2C1)NC(=O)C1=CC(=NN1[C@@H](C)C1=CC=CC=C1)C(=O)NC